cyano-2-ethyl-imidazole C(#N)C=1N=C(NC1)CC